COC1=NC=C(C(=C1)CCN(C)C)[N+](=O)[O-] (E)-2-(2-methoxy-5-nitro-4-pyridinyl)-N,N-dimethyl-ethylamine